tert-butyl (4-(4-oxo-3,4-dihydrophthalazin-yl)benzyl)carbamate O=C1NN=C(C2=CC=CC=C12)C1=CC=C(CNC(OC(C)(C)C)=O)C=C1